LITHIUM DIFLUOROPHOSPHATE P(=O)([O-])(F)F.[Li+]